8-chloro-3-methoxy-1,3,5-trimethyl-pyrrolo[3,2-g]phthalazin-2-one ClC1=NN=C(C2=CC3=C(C=C12)N(C(C3(C)OC)=O)C)C